ClC=1C(=CC=C2N=CC(=NC12)C=1C=NN(C1)C1N(CC1)C(=O)N(C)C)OC=1C=CC2=C(NC(=N2)C)C1 (4-(8-chloro-7-((2-methyl-1H-benzo[d]imidazol-6-yl)oxy)quinoxalin-2-yl)-1H-pyrazol-1-yl)-N,N-dimethylazetidine-1-carboxamide